1-chloro-4-(3-methylpent-1-en-1-yl)benzene ClC1=CC=C(C=C1)C=CC(CC)C